NCCCCCNC(NCCCCCN)C1OCC(C1O)O (bis(5-aminopentylamino)methyl)tetrahydrofuran-3,4-diol